FC=1C=C(C=C(C1)F)N1CC(CC1=O)(C(=O)NCC1=NC(=NC=C1)SC)C 1-(3,5-difluorophenyl)-3-methyl-N-[(2-methylsulfanylpyrimidin-4-yl)methyl]-5-oxopyrrolidine-3-carboxamid